2-methyl-5-(3-(trifluoromethyl)phenyl)-N-(3-(2-(hydroxyimino)propyl)-1,2,4-thiadiazol-5-yl)furan-3-carboxamide tert-but-yl-N-(2-hydroxyethyl)-N-methylcarbamate C(C)(C)(C)OC(N(C)CCO)=O.CC=1OC(=CC1C(=O)NC1=NC(=NS1)CC(C)=NO)C1=CC(=CC=C1)C(F)(F)F